C(CCC)N1CCC(CC1)N(C(=O)C=1N=CC2=CC=CC=C2C1)CC=1C=NC=CC1 N-(1-butylpiperidin-4-yl)-N-(pyridin-3-ylmethyl)isoquinoline-3-carboxamide